IC1=C(C(=O)N)C=C(C=C1)OC 2-iodo-5-methoxybenzamide